C(#N)C1=C(C=C(C=2N=CN(C21)C)C2=CC=C(C=C2)OC(F)(F)F)CCNC(OC(C)(C)C)=O tert-butyl N-[2-[4-cyano-3-methyl-7-[4-(trifluoromethoxy)phenyl]benzimidazol-5-yl]ethyl]carbamate